C(C)C(CO)(CO)CO 2-ethyl-2-(hydroxymethyl)-1,3-propylene glycol